2,6-naphthyridin-3-amine C1=NC(=CC2=CN=CC=C12)N